6-[[5-(2-chlorophenyl)-4-cyclopropyl-imidazol-1-yl]methyl]-1-cyclopropyl-benzimidazole ClC1=C(C=CC=C1)C1=C(N=CN1CC=1C=CC2=C(N(C=N2)C2CC2)C1)C1CC1